5-{4-[3-(4-{3-[4-chloro-3-(2,2-difluoroethyl)-1H-pyrrolo[2,3-b]pyridin-3-yl]phenyl}-3-oxopiperazine-1-sulfonyl)propyl]piperazin-1-yl}-2-(2,6-dioxopiperidin-3-yl)isoindole-1,3-dione ClC1=C2C(=NC=C1)NCC2(CC(F)F)C=2C=C(C=CC2)N2C(CN(CC2)S(=O)(=O)CCCN2CCN(CC2)C=2C=C1C(N(C(C1=CC2)=O)C2C(NC(CC2)=O)=O)=O)=O